C(C)(C)(C)OC(=O)N1CC=2C(=NN3C2C(N(CC3)C(C)C3=CC(=CC=C3)N(S(=O)(=O)C)S(=O)(=O)C)=O)C[C@H]1C (3R)-tert-Butyl-3-methyl-9-(1-(3-(N-(methylsulfonyl) methylsulfonamido) phenyl) ethyl)-10-oxo-3,4,7,8,9,10-hexahydropyrido[4',3':3,4]pyrazolo[1,5-a]pyrazine-2(1H)-carboxylate